C(CCC)[B] n-butylboron